(7-cyclopropyl-4-oxo-4,7-dihydro-3H-pyrrolo[2,3-d]pyrimidin-3-yl) acetate C(C)(=O)ON1C=NC2=C(C1=O)C=CN2C2CC2